C(N)(=O)C1=C(C(=CC(=C1)Cl)C)NC(=O)C=1N(N=C(C1)CCN1N=NC2=C1C=C(C=C2)Cl)C2=NC=CC=C2Cl N-(2-carbamoyl-4-chloro-6-methyl-phenyl)-5-[(6-chlorobenzotriazol-1-yl)ethyl]-2-(3-chloro-2-pyridyl)pyrazole-3-carboxamide